CC(CCC1=CC=CC=C1)CCCCCCCC (3-methylundecyl)benzene